1-(4-Hexylphenyl)sulfonyl-N,N-dimethyl-aziridine-2-carboxamide C(CCCCC)C1=CC=C(C=C1)S(=O)(=O)N1C(C1)C(=O)N(C)C